ClC=1C=CC(=C2C=CN(C(C12)=O)CF)OC1CC2(CN(C2)C(=O)OC(C)(C)C)C1 tert-butyl 6-((8-chloro-2-(fluoromethyl)-1-oxo-1,2-dihydroisoquinolin-5-yl)oxy)-2-azaspiro[3.3]heptane-2-carboxylate